1H-1,5-naphthyridine-4-carboxamide N1CC=C(C2=NC=CC=C12)C(=O)N